FC=1C=NC(=NC1)C1=NN(C=C1C(=O)O)C 3-(5-fluoropyrimidin-2-yl)-1-methyl-1H-pyrazole-4-carboxylic acid